N-(2-(2,6-dioxopiperidin-3-yl)-1-oxoisoindolin-5-yl)-3-iodo-1-methyl-1H-pyrrolo[2,3-b]pyridine-5-carboxamide O=C1NC(CCC1N1C(C2=CC=C(C=C2C1)NC(=O)C=1C=C2C(=NC1)N(C=C2I)C)=O)=O